CNC(C(=O)O)C(C)N N-methyl-2,3-diaminobutyric acid